2-((1R,5S,6R)-3-(3-cyano-4-((S)-2-methylazetidine-1-yl)thieno[3,2-c]pyridin-6-yl)-3-azabicyclo[3.1.0]hexan-6-yl)acetic acid C(#N)C1=CSC2=C1C(=NC(=C2)N2C[C@@H]1C([C@@H]1C2)CC(=O)O)N2[C@H](CC2)C